C(C)C1=C(C=CC=C1)N([SiH3])[SiH3] N-(2-Ethylphenyl)disilazan